(R)-N-((4-(6-(6-(Difluoromethyl)imidazo[1,2-b]pyridazin-3-yl)pyrimidin-4-yl)-6,6-dimethylmorpholin-2-yl)methyl)methanesulfonamide FC(C=1C=CC=2N(N1)C(=CN2)C2=CC(=NC=N2)N2C[C@@H](OC(C2)(C)C)CNS(=O)(=O)C)F